tetrathioketone S1SSSC1=O